BrC=1N(CC2=CC=CC=C2C1)C=O 3-bromoisoquinoline-2(1H)-carbaldehyde